Cycloundecene C1=CCCCCCCCCC1